5'-chloro-2'-({[2-(1H-pyrazol-1-yl)ethyl]amino}methyl)-7',8'-dihydro-6'H-spiro[cyclohexane-1,9'-furo[2,3-f]quinazoline]-7'-one ClC=1C=C2C(=C3C4(NC(NC13)=O)CCCCC4)OC(=C2)CNCCN2N=CC=C2